2-Bromo-6-(4-(o-tolyl)-4H-1,2,4-triazol-3-yl)pyridine BrC1=NC(=CC=C1)C1=NN=CN1C1=C(C=CC=C1)C